(3-Aminopiperidin-1-yl)(5-(4-(trifluoromethyl)phenoxy)naphthalen-2-yl)methanone NC1CN(CCC1)C(=O)C1=CC2=CC=CC(=C2C=C1)OC1=CC=C(C=C1)C(F)(F)F